C(C)(C)(C)OC(=O)N1CCC2(CC1)CC1=CC=C(C=C1C2)Br 5-bromo-1,3-dihydrospiro[indene-2,4'-piperidine]-1'-carboxylic acid tert-butyl ester